C1(CC1)[C@@H]1CC(N(CC1)C=1C=C(C=CC1)C1=CC(=C(N1CC1=CC(=C(C=C1)S(N)(=O)=O)F)CC1CC1)C=1SC=C(N1)C(=O)O)=O (S)-2-(5-(3-(4-cyclopropyl-2-oxopiperidin-1-yl)phenyl)-2-(cyclopropylmethyl)-1-(3-fluoro-4-sulfamoylbenzyl)-1H-pyrrol-3-yl)thiazole-4-carboxylic acid